4-(chlorosulfonyl)benzoyl chloride ClS(=O)(=O)C1=CC=C(C(=O)Cl)C=C1